CP(=O)(C)C1=CC=C(N=N1)N(C(OC(C)(C)C)=O)CC#CC=1C=C2C(=CC=CN2C1SC(F)(F)F)N[C@H]1[C@H](CN(CC1)C)F tert-butyl N-[6-(dimethylphosphoryl)pyridazin-3-yl]-N-[3-(8-{[(3S,4R)-3-fluoro-1-methylpiperidin-4-yl]amino}-3-[(trifluoromethyl)sulfanyl]indolizin-2-yl)prop-2-yn-1-yl]carbamate